C1(=CC=CC=C1)C1=CC(C2=CC=CC=C12)=[Ru-4](=C1N(C(=C(N1CC)Cl)Cl)CC)(Cl)Cl (3-phenyl-1H-inden-1-ylidene)(4,5-dichloro-1,3-diethyl-1,3-dihydro-2H-imidazol-2-ylidene)ruthenium(II) dichloride